FC1=C(OC2CNC2)C=CC=C1 3-(2-fluorophenoxy)azetidin